[Ba+2].C([O-])([O-])=O.[Sr+2].C([O-])([O-])=O strontium carbonate, barium salt